(4aS,9bS)-3,3-dimethyl-7-(trifluoromethyl)-1,2,3,4,4a,9b-hexahydrobenzofuro[3,2-b]pyridine hydrochloride Cl.CC1(C[C@H]2[C@@H](NC1)C1=C(O2)C=C(C=C1)C(F)(F)F)C